methylbenzyl orthoformate C(OC(C1=CC=CC=C1)C)([O-])[O-]